[Si](C)(C)(C(C)(C)C)O[C@H]1C[C@H](NCC1)C1=CC=CC=C1 (2s,4r)-4-((tert-butyldimethylsilyl)oxy)-2-phenylpiperidine